(2S,6S*)-N-[(1S)-1-cyano-2-[4-(3-methyl-2-oxo-2,3-dihydro-1,3-benzoxazol-5-yl)phenyl]ethyl]-6-ethoxy-1,4-oxazocane-2-carboxamide C(#N)[C@H](CC1=CC=C(C=C1)C=1C=CC2=C(N(C(O2)=O)C)C1)NC(=O)[C@H]1OCC[C@@H](CNC1)OCC |o1:28|